OP(O)(=O)OP(=O)(O)O.OCC(=O)[C@H](O)[C@@H](O)[C@H](O)CO sorbose pyrophosphate